(3S,4R)-4-((7-(6-(tert-butyl)pyridin-3-yl)-5-fluoropyrrolo[2,1-f][1,2,4]triazin-2-yl)amino)tetrahydro-2H-pyran-3-ol C(C)(C)(C)C1=CC=C(C=N1)C1=CC(=C2C=NC(=NN21)N[C@H]2[C@@H](COCC2)O)F